S1C=C(C=C1)C=1C2=CC=C(N2)C(=C2C=CC(C(=C3C=CC(=C(C=4C=CC1N4)C4=CSC=C4)N3)C3=CSC=C3)=N2)C2=CSC=C2 5,10,15,20-tetrakis(3-thienyl)porphyrin